C(C)(C)C1CC(C1)CN(C(O)=O)C1CN(C1)C1=CC(=C(C(=C1)F)C1C(NC(CC1)=O)=O)F.ClC1=NC=C(C(=N1)[Sn](C)(C)C)C1=CN=CO1 5-(2-chloro-4-(trimethylstannyl)pyrimidin-5-yl)oxazole (3-isopropylcyclobutyl)methyl-(1-(4-(2,6-dioxopiperidin-3-yl)-3,5-difluorophenyl)azetidin-3-yl)carbamate